CC1(C(C(CCC1)=C)=C=CC(CC)=O)C 1-(2,2-dimethyl-6-methylenecyclohexylidene)pent-1-en-3-one